2-(4,4-dimethyl-1-piperidyl)-8-(1-hydroxyethyl)-6-methyl-4-oxo-chromene-3-carbonitrile CC1(CCN(CC1)C=1OC2=C(C=C(C=C2C(C1C#N)=O)C)C(C)O)C